tert-butyl 3-sulfanylazetidine-1-carboxylate SC1CN(C1)C(=O)OC(C)(C)C